N-ethyl-5-methylpiperidine-3-carboxamide C(C)NC(=O)C1CNCC(C1)C